trans-rac-2,2-Dichloro-N-(4-chloro-3-(3,3,3-trifluoropropanamido)phenyl)-3-(3,5-dichlorophenyl)cyclopropane-1-carboxamide ClC1([C@H]([C@@H]1C1=CC(=CC(=C1)Cl)Cl)C(=O)NC1=CC(=C(C=C1)Cl)NC(CC(F)(F)F)=O)Cl |r|